COC=1C=CC=2N(C(C=C(N2)C(F)(F)F)=O)C1 7-methoxy-2-(trifluoromethyl)-4H-pyrido[1,2-a]pyrimidin-4-one